5-(4-((5-chloro-3-ethyl-2-oxo-1,2,3,4-tetrahydroquinazolin-7-yl)methyl)piperazin-1-yl)-N-ethyl-6-methylpicolinamide ClC1=C2CN(C(NC2=CC(=C1)CN1CCN(CC1)C=1C=CC(=NC1C)C(=O)NCC)=O)CC